(R)-N-(2-(4-cyanothiazolidin-3-yl)-2-oxoethyl)-6-(5-fluoropyridin-2-yl)quinazoline-4-carboxamide C(#N)[C@H]1N(CSC1)C(CNC(=O)C1=NC=NC2=CC=C(C=C12)C1=NC=C(C=C1)F)=O